C(C)#N.C(C)#N.N[C@@H](CCC(=O)O)C(=O)[O-].[Na+] monosodium glutamate diacetonitrile salt